C(C)C1OC(C(C(C(C(C(CC(CN(C(C(C1(C)O)O)C)C)C)(C)O)O[C@@H]1O[C@@H](C[C@@H]([C@H]1OC1=CC=CC=C1)NC)C)C)O)C)=O 2-ethyl-3,4,10,13-tetrahydroxy-3,5,6,8,10,12,14-heptamethyl-11-(((2S,3R,4S,6R)-6-methyl-4-(methylamino)-3-phenoxytetrahydro-2H-pyran-2-yl)oxy)-1-oxa-6-azacyclopentadecan-15-one